C(C)(C)(C)OC(N[C@H](C)C1=CC=C(C=C1)C1=NNC(C2=CC=CC=C12)=O)=O (R)-(1-(4-(4-oxo-3,4-dihydro-phthalazin-1-yl)phenyl)ethyl)carbamic acid tert-butyl ester